ClC1=C(C=CC(=C1)OC)C1=NOC(=C1)NC1=NC(=NC=C1)N1CCOCC1 3-(2-chloro-4-methoxyphenyl)-N-(2-morpholinopyrimidin-4-yl)isoxazol-5-amine